(S)-4-(7-(trifluoromethyl)pyrazolo[1,5-a]pyridin-2-yl)-5-(5-(trifluoromethyl)pyrimidin-2-yl)-4,5,6,7-tetrahydro-1H-imidazo[4,5-c]pyridine FC(C1=CC=CC=2N1N=C(C2)[C@H]2N(CCC1=C2N=CN1)C1=NC=C(C=N1)C(F)(F)F)(F)F